ClC1=C2CN(C(C2=CC(=C1C(F)(F)F)CC1=CC=C(C=C1)N1N=CC=C1)=O)CC1OCCC1 4-chloro-6-(4-(1H-pyrazol-1-yl)benzyl)-2-(tetrahydrofuran-2-ylmethyl)-5-(trifluoromethyl)isoindolin-1-one